OC(COC1=CC=C(C(=O)O)C=C1)(CN1N=NN=C1)C 4-(2-hydroxy-2-methyl-3-(1H-tetrazol-1-yl)propoxy)benzoic acid